3-Acetyloxy-cholane-1,3,5,7-tetraene-24-carboxylic acid ethyl ester C(C)OC(=O)CCC[C@@H](C)[C@H]1CC[C@H]2C3=CC=C4C=C(C=C[C@]4(C)[C@H]3CC[C@]12C)OC(C)=O